4-(methoxymethyl)-2-({5-[5-(trifluoromethyl)-1,2,4-oxadiazol-3-yl]pyridin-2-yl}methoxy)quinoline COCC1=CC(=NC2=CC=CC=C12)OCC1=NC=C(C=C1)C1=NOC(=N1)C(F)(F)F